ClC=1C=C(C=2N(N1)C(=CN2)F)[C@@H]2[C@H](C2)C2=C(C1=C(C=N2)C=NN1CC(F)(F)F)F 6-((1S,2S)-2-(6-chloro-3-fluoroimidazo[1,2-b]pyridazin-8-yl)cyclopropyl)-7-fluoro-1-(2,2,2-trifluoroethyl)-1H-pyrazolo[4,3-c]pyridine